(2,3,4,5-tetrahydrobenzo[b]azepin-1-yl)-[1,2,4]triazolo[4,3-a]quinazoline N1(C2=C(CCCC1)C=CC=C2)C2=NN=C1N2C2=CC=CC=C2C=N1